(3R)-8-(6-tert-butyl-5-fluoropyridin-3-yl)-3-(methoxymethyl)-6-oxo-2H,3H,4H,6H-pyrimido[2,1-b][1,3]thiazine-7-carbonitrile C(C)(C)(C)C1=C(C=C(C=N1)C=1N=C2SC[C@H](CN2C(C1C#N)=O)COC)F